OC=1C(=C(C(=O)N[C@@H](CCOC2CC(C2)CCC2=NC=3NCCCC3C=C2)C(=O)O)C(=CN1)C)C N-(2-hydroxy-3,5-dimethylisonicotinoyl)-O-((1R,3R)-3-(2-(5,6,7,8-tetrahydro-1,8-naphthyridin-2-yl)ethyl)cyclobutyl)-L-homoserine